NCCSCCNC(C1=C(C=C(C=C1)NC=1C=2N(C=CN1)C(=CN2)C2=CC=C(C=C2)OC(F)F)C)=O N-(2-((2-amino-ethyl)thio)ethyl)-4-((3-(4-(di-fluoromethoxy)phenyl)imidazo[1,2-a]pyrazin-8-yl)amino)-2-methylbenzamide